ClC=1C=2N(C3=C(N1)C=C(C=N3)C(=O)OC)C=CC2 methyl 6-chloropyrido[3,2-e]pyrrolo[1,2-a]pyrazine-3-carboxylate